(R)-1-(2-(6-fluoro-1H-indol-3-yl)ethyl)-6,7-dimethoxy-3,4-dihydroisoquinoline-2(1H)-formaldehyde FC1=CC=C2C(=CNC2=C1)CC[C@H]1N(CCC2=CC(=C(C=C12)OC)OC)C=O